ethyl 5-(1,1-difluoroethyl)-3-ethylsulfonyl-pyridine-2-carboxylate FC(C)(F)C=1C=C(C(=NC1)C(=O)OCC)S(=O)(=O)CC